COC=1C=C(CN(C=2OC=C(N2)CN2CC(NCC2)=O)CC2=CC(=CC=C2)OC)C=CC1 4-((2-(bis(3-methoxybenzyl)amino)oxazol-4-yl)methyl)piperazin-2-one